1-Hexadecyl-2-(9Z-hexadecenoyl)-glycero-3-phosphocholine CCCCCCCCCCCCCCCCOC[C@H](COP(=O)([O-])OCC[N+](C)(C)C)OC(=O)CCCCCCC/C=C\CCCCCC